(2S,2'S)-N,N'-(1,3-phenylene)bis(5-amino-2-(2-mercaptoacetamido)pentanamide) C1(=CC(=CC=C1)NC([C@H](CCCN)NC(CS)=O)=O)NC([C@H](CCCN)NC(CS)=O)=O